OCCS(=O)(=O)[O-].[Cu+2].OCCS(=O)(=O)[O-] copper hydroxyethylsulfonate